C(C)C(C(C(C(=O)O)(CC)CC)(O)C(=O)O)C(=O)O.OC(CC(=O)O)(CC(=O)O)C(=O)O 2-hydroxypropane-1,2,3-tricarboxylate (triethyl citrate)